5-[5-(difluoromethyl)-1,3,4-oxadiazol-2-yl]-N-[1-(2,6-difluorophenyl)cyclopropyl]pyrimidin-2-amine FC(C1=NN=C(O1)C=1C=NC(=NC1)NC1(CC1)C1=C(C=CC=C1F)F)F